7-(1,1-Difluoropropan-2-yl)-2-methylthiazolo[5,4-b]pyridin-6-amine FC(C(C)C1=C2C(=NC=C1N)SC(=N2)C)F